(3R)-3-(2-hydroxy-3,4-dimethoxyphenyl)chroman-7-ol OC1=C(C=CC(=C1OC)OC)[C@@H]1COC2=CC(=CC=C2C1)O